CCCCCCCCCCCCCCCC(=O)OC[C@H](COP(=O)(O)OC1[C@@H]([C@H](C([C@H]([C@H]1O)O)O)O)O)OC(=O)CCCCCCCCCCC The molecule is a 1-hexadecanoyl-2-acyl-sn-glycero-3-phospho-1D-myo-inositol in which the 2-acyl substituent is specified as lauroyl (dodecanoyl). It is a 1-hexadecanoyl-2-acyl-sn-glycero-3-phospho-1D-myo-inositol and a dodecanoate ester. It is a conjugate acid of a 1-palmitoyl-2-lauroyl-sn-glycero-3-phospho-1D-myo-inositol(1-).